FC(C(=O)OC(C(F)(F)F)=O)(F)F tri-fluoroacetic anhydride